N=1N=C(NC1)C=1C=C(C=CC1)N1N=CC=2C1=NC=C(C2)[S@@](=O)C2CCC2 (S)-1-(3-(4H-1,2,4-triazol-3-yl)phenyl)-5-(cyclobutylsulfinyl)-1H-pyrazolo[3,4-b]pyridine